C(CC)C1=C2C(=CC(=C1)O2)CCC (2,6-dipropyl-1,4-phenylen)ether